4-chloro-6-(4,4,5,5-tetramethyl-1,3,2-dioxaborolan-2-yl)-1H-pyrrolo[2',3':3,4]pyrazolo[1,5-a]pyridine ClC=1C=2N(C=C(C1)B1OC(C(O1)(C)C)(C)C)N=C1C2C=CN1